O=C1CC(CC=C1)=O 1,3-Dioxo-1H-benzol